FC=1C(=C(C=C(C1)F)B(O)O)O 3,5-DIFLUORO-2-HYDROXYPHENYLBORONIC ACID